OC[C@H](C1=CC=CC=C1)NC1=NC(=NC=C1C1=NN=NN1C)NC=1C=C2C(CCS(C2=CC1)(=O)=O)O 6-[[4-[[(1S)-2-hydroxy-1-phenyl-ethyl]amino]-5-(1-methyltetrazol-5-yl)pyrimidin-2-yl]amino]-1,1-dioxo-3,4-dihydro-2H-thiochromen-4-ol